C(#N)N1[C@H]2[C@@H](C[C@@H]1CC2)NC(=O)C2=CC=C(C=C2)NC(=O)C2=NC=CC=C2 N-(4-(((1R,2R,4S)-7-cyano-7-azabicyclo[2.2.1]heptan-2-yl)carbamoyl)phenyl)-2-pyridinecarboxamide